3-bromo-5-{3-methoxy-4-[2-(morpholin-4-yl)ethoxy]phenyl}pyridin-2-amine BrC=1C(=NC=C(C1)C1=CC(=C(C=C1)OCCN1CCOCC1)OC)N